COC(=O)C1CCC(CC1)(C(F)(F)F)OC Cis-4-methoxy-4-(trifluoromethyl)cyclohexanecarboxylic acid methyl ester